8-[(2S,SR)-4-[(4-tert-butyl-1,3-oxazol-2-yl)(4-fluorophenyl)methyl]-2,5-dimethylpiperazin-1-yl]-5-methyl-6-oxo-5,6-dihydro-1,5-naphthyridine-2-carbonitrile C(C)(C)(C)C=1N=C(OC1)C(N1C[C@@H](N(C[C@@H]1C)C1=CC(N(C=2C=CC(=NC12)C#N)C)=O)C)C1=CC=C(C=C1)F |&1:15|